1-(tert-butyl)-3-(3-(3,5-dimethoxyphenyl)-7-((3-phenylpropyl)amino)-1,8-naphthyridin-2-yl)urea C(C)(C)(C)NC(=O)NC1=NC2=NC(=CC=C2C=C1C1=CC(=CC(=C1)OC)OC)NCCCC1=CC=CC=C1